N-(3-(2-((2-methoxy-6-morpholinopyridin-3-yl)amino)-7-oxo-6-phenylpyrido[2,3-d]pyrimidin-8(7H)-yl)phenyl)acrylamide COC1=NC(=CC=C1NC=1N=CC2=C(N1)N(C(C(=C2)C2=CC=CC=C2)=O)C=2C=C(C=CC2)NC(C=C)=O)N2CCOCC2